(2R,3R,5S)-4-[[3-(3,4-difluoro-2-methoxy-phenyl)-5-methyl-5-(trifluoromethyl)tetrahydrofuran-2-carbonyl]amino]-1-oxo-pyridin-1-ium-2-carboxamide FC=1C(=C(C=CC1F)[C@@H]1C(O[C@@](C1)(C(F)(F)F)C)C(=O)NC1=C[C@@H]([N+](C=C1)=O)C(=O)N)OC